bicyclooctan-1,3,5-triene C1(=CC=CC=CCC1)C1CCCCCCC1